COC(N[C@H](C(=O)NC=1C(N(C=CC1)CC1=CC2=NC(=C(C(=C2N1)CC(C)C)F)C)=O)CC\C=C\C(=O)N(C)C)=O Methyl-(S,E)-(7-(dimethylamino)-1-((1-((6-fluoro-7-isobutyl-5-methyl-1H-pyrrolo[3,2-b]pyridin-2-yl)methyl)-2-oxo-1,2-dihydropyridin-3-yl)amino)-1,7-dioxohept-5-en-2-yl)carbamat